BrC1=CC=C(C=C1)[C@@H](C(F)(F)F)N(C(=O)C1CCN(CC1)C(C(C)(C)C)=O)C (S)-N-(1-(4-bromophenyl)-2,2,2-trifluoroethyl)-N-methyl-1-pivaloylpiperidine-4-carboxamide